4-isopropyl-2,7-naphthyridine C(C)(C)C1=CN=CC2=CN=CC=C12